C1(=CC=CC=C1)NC1=NC(=NC(=N1)NC1=CC=CC=C1)NC1=CC=CC=C1 N,N',N''-triphenylmelamine